CC=1C=C(N=NC1)NC(N)=O 3-(5-methylpyridazin-3-yl)urea